2-Benzyl 1-(tert-butyl) (2S)-4-bromopyrrolidine-1,2-dicarboxylate BrC1C[C@H](N(C1)C(=O)OC(C)(C)C)C(=O)OCC1=CC=CC=C1